(3S)-3-(2-(5-(2-(dimethylamino)ethyl)-3-fluoro-2-oxo-4-(trifluoromethyl)pyridin-1(2H)-yl)-4-methylpentanamido)-3-(4-fluoro-2',4',5,6'-tetramethylbiphenyl-3-yl)propanoic acid CN(CCC=1C(=C(C(N(C1)C(C(=O)N[C@@H](CC(=O)O)C=1C=C(C=C(C1F)C)C1=C(C=C(C=C1C)C)C)CC(C)C)=O)F)C(F)(F)F)C